ClC=1C=C(C=C(C1)C1=NC(=NC=C1)Cl)C1NCCOC1 3-(3-chloro-5-(2-chloropyrimidin-4-yl)phenyl)morpholine